BrC1=C(C(=CC(=C1)F)CBr)F 1-bromo-3-(bromomethyl)-2,5-difluorobenzene